6-O-α-D-Glucopyranosyl-D-fructofuranose [C@H]1([C@H](O)[C@@H](O)[C@H](O)[C@H](O1)CO)OC[C@@H]1[C@H]([C@@H](C(CO)(O)O1)O)O